tetraethyl 2-(5-methyl-2-(trifluoromethyl)pyridin-4-yl)propane-1,1,3,3-tetracarboxylate CC=1C(=CC(=NC1)C(F)(F)F)C(C(C(=O)OCC)C(=O)OCC)C(C(=O)OCC)C(=O)OCC